4-chloro-2-((1-methyl-1H-tetrazol-5-yl)methoxy)-6-(trifluoromethyl)nicotinic acid ethyl ester C(C)OC(C1=C(N=C(C=C1Cl)C(F)(F)F)OCC1=NN=NN1C)=O